(3,4-dimethyl-phenyl)-5-methyl-1H-pyrazole CC=1C=C(C=CC1C)N1N=CC=C1C